N1C=C(C2=CC=CC=C12)/C=C(/C(=O)C1=CC=CC=C1)\C (E)-3-(1H-indol-3-yl)-2-methyl-1-phenylprop-2-en-1-one